(M)-5-amino-1-ethyl-4-(3-hydroxy-2-methyl-phenyl)-3-(1H-pyrazol-4-yl)pyrrolo[2,3-b]pyridine-6-carboxamide NC=1C(=C2C(=NC1C(=O)N)N(C=C2C=2C=NNC2)CC)C2=C(C(=CC=C2)O)C